2,9-bis[3-(1H-pyrrol-2-yl)-5-tert-butyl-2-hydroxyphenyl]phenanthroline N1C(=CC=C1)C=1C(=C(C=C(C1)C(C)(C)C)C1=NC2=C3N=C(C=CC3=CC=C2C=C1)C1=C(C(=CC(=C1)C(C)(C)C)C=1NC=CC1)O)O